7-fluoro-2-[4-[6-oxo-5-(trifluoromethyl)-1-(2-trimethylsilylethoxymethyl)pyridazin-4-yl]oxypentyl]-6-(4,4,5,5-tetramethyl-1,3,2-dioxaborolan-2-yl)isoquinolin-1-one FC1=C(C=C2C=CN(C(C2=C1)=O)CCCC(C)OC=1C=NN(C(C1C(F)(F)F)=O)COCC[Si](C)(C)C)B1OC(C(O1)(C)C)(C)C